(R)-4-(3-chloro-7-(3,5-dimethylisoxazol-4-yl)isothiazolo[4,5-b]pyridin-5-yl)-3-methylmorpholine ClC1=NSC=2C1=NC(=CC2C=2C(=NOC2C)C)N2[C@@H](COCC2)C